(+)-Malic Acid C(C(C(=O)O)O)C(=O)O